3-benzyl-1-(trans-4-((5-cyano-4-(oxetan-3-ylamino)pyrimidin-2-yl)amino)cyclohexyl)-1-(2-methyl-2H-pyrazolo[3,4-c]pyridin-5-yl)urea C(C1=CC=CC=C1)NC(N(C1=CC=2C(C=N1)=NN(C2)C)[C@@H]2CC[C@H](CC2)NC2=NC=C(C(=N2)NC2COC2)C#N)=O